7-bromo-3-methyl-imidazo[4,5-b]pyridin-2-amine BrC1=C2C(=NC=C1)N(C(=N2)N)C